Methyl 4-methoxy-5-(3-(2-(3-(trifluoromethyl) phenyl) acetamido) propoxy)-2-nitrobenzoate COC1=CC(=C(C(=O)OC)C=C1OCCCNC(CC1=CC(=CC=C1)C(F)(F)F)=O)[N+](=O)[O-]